5-(3-(5-(3-(4-(1H-tetrazol-5-yl)butyl)benzyl)-4H-1,2,4-triazol-3-yl)phenoxy)-1H-indole N1N=NN=C1CCCCC=1C=C(CC=2NC(=NN2)C=2C=C(OC=3C=C4C=CNC4=CC3)C=CC2)C=CC1